2,5-DIFLUORO-3-METHYLBENZALDEHYDE FC1=C(C=O)C=C(C=C1C)F